BrC=1C=C2C=NC(=NC2=CC1I)NC(OC(C)(C)C)=O tert-butyl (6-bromo-7-iodoquinazolin-2-yl)carbamate